rel-3-[4-chloro-3-(2-methyl-6-{[(1r,4r)-4-(trifluoromethyl)cyclohexyl]-oxy}pyridin-4-yl)-1H-pyrrolo[3,2-c]pyridin-1-yl]-1lambda6-thietane-1,1-dione ClC1=NC=CC2=C1C(=CN2C2CS(C2)(=O)=O)C2=CC(=NC(=C2)OC2CCC(CC2)C(F)(F)F)C